BrC1=CC(N(C=C1I)C1CCN(CC1)C)=O 4-bromo-5-iodo-1-(1-methylpiperidin-4-yl)pyridin-2(1H)-one